3-(5-(4-((3-cyclopropylpyrrolidin-1-yl)methyl)-6-methoxypyridin-2-yl)-1-oxoisoindolin-2-yl)piperidine-2,6-dione C1(CC1)C1CN(CC1)CC1=CC(=NC(=C1)OC)C=1C=C2CN(C(C2=CC1)=O)C1C(NC(CC1)=O)=O